10-phenyl-2H-benzo[f]thieno[2',3':4,5]thieno[3,2-h]chromene C1(=CC=CC=C1)C1=CC2=C(C3=C4C(=C5C=CCOC5=C3S2)C=CC=C4)S1